di(adamantan-1-yl)butylphosphane C12(CC3CC(CC(C1)C3)C2)C(CCCP)C23CC1CC(CC(C2)C1)C3